2,2-difluoro-4-((1-hydroxycyclobutyl)methoxy)-7-(trifluoromethylsulfanyl)-2,3-dihydro-1H-inden-1-ol FC1(C(C2=C(C=CC(=C2C1)OCC1(CCC1)O)SC(F)(F)F)O)F